CN1C=C(C=CC1=O)C1=C(N=CC(=N1)C(=O)N)C=1OC=CN1 6-(1-methyl-6-oxo-1,6-dihydropyridin-3-yl)-5-(1,3-Oxazol-2-yl)pyrazine-2-carboxamide